2-heptadecanoyl-sn-glycero-3-phosphorylcholine C(CCCCCCCCCCCCCCCC)(=O)O[C@H](CO)COP(=O)(O)OCC[N+](C)(C)C